(1R)-6-chloro-1-[(2S,3S,4R,SR)-5-(4-aminopyrrolo[2,3-d]pyrimidin-7-yl)-3,4-dihydroxy-tetrahydrofuran-2-yl]isochroman-3-one ClC=1C=C2CC(O[C@H](C2=CC1)[C@H]1O[C@@H]([C@@H]([C@@H]1O)O)N1C=CC2=C1N=CN=C2N)=O |&1:13|